CC1(CCN(CC1)CC1=C2C=CN(C2=CC=C1)C=1C=C2C=CC=NC2=CC1)O 4-methyl-1-((1-(quinolin-6-yl)-1h-indol-4-yl)methyl)piperidin-4-ol